3-chloro-N-(4-chloro-3-((3-chloro-5-(trifluoromethyl)pyridin-2-yl)oxy)phenyl)-5-(trifluoromethyl)pyridin-2-amine ClC=1C(=NC=C(C1)C(F)(F)F)NC1=CC(=C(C=C1)Cl)OC1=NC=C(C=C1Cl)C(F)(F)F